ClC1=NC=2N(C(=C1)N(C(OC(C)(C)C)=O)C1=CC(=CC=C1)F)N=CC2C2CCC2 tert-butyl (5-chloro-3-cyclobutylpyrazolo[1,5-a]pyrimidin-7-yl)(3-fluorophenyl)carbamate